3-(6-(((3R,4R)-1-(5-chloro-4-((1-(3-fluoro-3-methylbutyl)-2-oxoindolin-5-yl)amino)pyrimidin-2-yl)-3-methylpiperidin-4-yl)amino)-1-methyl-1H-indazol-3-yl)piperidine-2,6-dione ClC=1C(=NC(=NC1)N1C[C@H]([C@@H](CC1)NC1=CC=C2C(=NN(C2=C1)C)C1C(NC(CC1)=O)=O)C)NC=1C=C2CC(N(C2=CC1)CCC(C)(C)F)=O